C(C1=CC=CC=C1)OC=1C=CC(=C(C1)C(=O)N1CC2(C1)CC(C2)N2N=C(C=C2C(F)(F)F)C2=CC=NC=C2)F (5-(benzyloxy)-2-fluorophenyl)(6-(3-(pyridin-4-yl)-5-(trifluoromethyl)-1H-pyrazol-1-yl)-2-azaspiro[3.3]heptan-2-yl)methanone